ClC=1C=C(C=C(C1)F)[C@@H]1[C@H](C1)C(=O)O |r| rac-(1S*,2S*)-2-(3-chloro-5-fluorophenyl)cyclopropane-1-carboxylic acid